BrC=1C=C2C(=CC(=NC2=CC1)OC)C1=CC(=CC=C1)CO[Si](C(C)C)(C(C)C)C(C)C 6-bromo-2-methoxy-4-(3-(((triisopropylsilyl)oxy)methyl)phenyl)quinoline